NC1=C2CN(C(C2=CC=C1CNC(=O)NC1=CC(=C(C=C1)C)Cl)=O)C1C(NC(CC1)=O)=O 1-[[4-amino-2-(2,6-dioxo-3-piperidyl)-1-oxo-isoindolin-5-yl]methyl]-3-(3-chloro-4-methyl-phenyl)urea